4-decyl-2-hydroxybenzoic acid methyl ester COC(C1=C(C=C(C=C1)CCCCCCCCCC)O)=O